5-(5-(1-methyl-1H-benzo[d]imidazol-2-yl)furan-2-yl)-2-oxa-5-azabicyclo[2.2.1]heptane CN1C(=NC2=C1C=CC=C2)C2=CC=C(O2)N2C1COC(C2)C1